BrC1=C(C=CC=C1)CC=O (2-bromophenyl)acetaldehyde